3,3'-dimethoxy-4,4'-diaminobiphenyl COC=1C=C(C=CC1N)C1=CC(=C(C=C1)N)OC